(rac)-2'-{6-amino-5-[(3-fluorophenyl)methoxy]pyridin-3-yl}-N-cyclobutyl-5',6'-dihydrospiro[pyrrolidine-3,4'-pyrrolo[1,2-b]pyrazole]-1-carboxamide NC1=C(C=C(C=N1)C=1C=C2N(N1)CC[C@]21CN(CC1)C(=O)NC1CCC1)OCC1=CC(=CC=C1)F |r|